CC1=C(N=CO1)C(=O)N[C@@H](C)C1=CC=C(C=C1)NC(OCC1=CC=C(C=C1)Cl)=O 4-chlorobenzyl (S)-(4-(1-(5-methyloxazole-4-carboxamido)eth-yl)phenyl)carbamate